O1CCN(CC1)C1=CC=C(C=C1)NC=1SC=C(N1)C=1SC=C(N1)C=1C=NC=CC1 N-(4-Morpholinophenyl)-4-(pyridin-3-yl)-[2,4'-bithiazole]-2'-amine